N-(4-fluoro-2-methylphenyl)-4-(N-(4-methoxyphenyl)sulfamoyl)benzamide FC1=CC(=C(C=C1)NC(C1=CC=C(C=C1)S(NC1=CC=C(C=C1)OC)(=O)=O)=O)C